C(#N)CNC1=NC(=CC=C1C1CC2(CC(C2)(F)F)CCN1CC1=C2C=CN(C2=C(C=C1OC)C)C(=O)OC(C)(C)C)C(=O)OC tert-Butyl 4-[(6-{2-[(cyanomethyl)amino]-6-(methoxycarbonyl)pyridin-3-yl}-2,2-difluoro-7-azaspiro[3.5]nonan-7-yl)methyl]-5-methoxy-7-methylindole-1-carboxylate